BrC=1C=C2C(=CC(=NC2=CC1)Cl)C(=O)O 6-bromo-2-chloroquinoline-4-carboxylic acid